4-{[6-(2-Chloro-pyridin-4-yl)-3-methyl-2-methylcarbamoyl-imidazo[1,2-a]pyrazin-8-ylamino]-methyl}-4-fluoro-piperidine-1-carboxylic acid tert-butyl ester C(C)(C)(C)OC(=O)N1CCC(CC1)(F)CNC=1C=2N(C=C(N1)C1=CC(=NC=C1)Cl)C(=C(N2)C(NC)=O)C